FC=1C=CC(=NC1)OC[C@H]1N(C2CC(C1)C2)C(=O)C2=C(C=CC(=C2)C)N2N=CC=N2 (3S)-3-{[(5-Fluoropyridin-2-yl)oxy]methyl}-2-{[5-methyl-2-(2H-1,2,3-triazol-2-yl)phenyl]carbonyl}-2-azabicyclo[3.1.1]heptan